BrC=1C=C2C(=NC(=NC2=C(C1)OC)O)O 6-Bromo-8-methoxyquinazoline-2,4-diol